3-{[2-(4-chlorophenyl)imidazo[1,2-a]pyridin-3-yl]methyl}-N-cyclopropyl-3,8-diazabicyclo[3.2.1]octane-8-carboxamide ClC1=CC=C(C=C1)C=1N=C2N(C=CC=C2)C1CN1CC2CCC(C1)N2C(=O)NC2CC2